ClC1=C(C=CC=C1Cl)N1C2(CC2)CN(CC1)CC[C@@H]1CC[C@H](CC1)NC(N(C)C)=O 3-(trans-4-(2-(4-(2,3-dichlorophenyl)-4,7-diazaspiro[2.5]octane-7-yl)ethyl)cyclohexyl)-1,1-dimethylurea